5,5-dimethyl-2-(2-phenylacetyl)cyclohexane-1,3-dione CC1(CC(C(C(C1)=O)C(CC1=CC=CC=C1)=O)=O)C